2-chloro-N-(2,2-difluoroethyl)-5-methoxy-pyrimidin-4-amine ClC1=NC=C(C(=N1)NCC(F)F)OC